FC=1C=C(C(=O)NC)C=CC1F 3,4-difluoro-N-methylbenzamide